tert-butyl ((R)-1-((S)-1-(4-fluorophenyl)-1,2,3,4-tetrahydroisoquinoline-2-carboxamido)-3-hydroxypropan-2-yl)carbamate FC1=CC=C(C=C1)[C@@H]1N(CCC2=CC=CC=C12)C(=O)NC[C@H](CO)NC(OC(C)(C)C)=O